C(C)(C)(C)OC(NC1=NC(=C(C=C1)NC(=O)NC1=CC(=CC=C1)Br)C)=O (5-(3-(3-bromophenyl)ureido)-6-methylpyridin-2-yl)carbamic acid tert-butyl ester